C[N+]1(CCCCC1)CCCC N-methyl-N-butylpiperidinium